(3S)-3-{methyl[2-(pyridin-2-yl)-5H,6H,7H-cyclopenta[d]pyrimidin-4-yl]amino}-1-(1-methylcyclopentyl)pyrrolidin-2-one CN([C@@H]1C(N(CC1)C1(CCCC1)C)=O)C=1C2=C(N=C(N1)C1=NC=CC=C1)CCC2